(S)-4-benzyl-3-((R)-2-((benzhydrylamino)methyl)-4-methoxybutyryl)oxazolidin-2-one C(C1=CC=CC=C1)[C@@H]1N(C(OC1)=O)C([C@H](CCOC)CNC(C1=CC=CC=C1)C1=CC=CC=C1)=O